2-(3-chloropyridin-2-yl)-2-methylpropan-1-amine ClC=1C(=NC=CC1)C(CN)(C)C